C1(CC1)C=1N=C(SC1)CNC1CS(C=C1)(=O)=O 3-(((4-cyclopropylthiazol-2-yl)methyl)amino)-2,3-dihydrothiophene 1,1-dioxide